C(C)N1C[C@@H](CCC1)NC=1NC=2C(=NC(=CC2)C2=C(C=C(C=C2C)C(F)(F)F)O)N1 |r| (rac)-2-[2-[(1-Ethyl-3-piperidyl)amino]-1H-imidazo[4,5-b]pyridin-5-yl]-3-methyl-5-(trifluoromethyl)phenol